(1's,3S,9'S,16'R,19's)-9'-methyl-8',18'-dioxa-12'-azaspiro[morpholine-3,15'-tetracyclo[17.2.2.02,7.012,16]tricosane] C[C@@H]1OC2CCCCC2C2CCC(OC[C@H]3[C@]4(CCN3CC1)NCCOC4)CC2